FC(C1=CC=C(C=C1)C1=NNC(=C1)N)(F)F 3-[4-(trifluoromethyl)phenyl]-1H-pyrazol-5-amine